FC=1C(=C(C(=O)O)C=CN1)F 2,3-difluoroisonicotinic acid